S(=O)(=O)(O[C@H]1CC[C@@]2([C@H]3CC[C@@]4([C@H](CC[C@H]4[C@@H]3CC=C2C1)[C@H](C)CCCC(C)C)C)C)O [(3S,8S,9S,10R,13R,14S,17R)-10,13-dimethyl-17-[(2R)-6-methylheptan-2-yl]-2,3,4,7,8,9,11,12,14,15,16,17-dodecahydro-1H-cyclopenta[a]phenanthren-3-yl] hydrogen sulphate